(S)-(1,4-dimethyl-1H-pyrazol-3-yl)(1-methylcyclopentyl)methylamine CN1N=C(C(=C1)C)NCC1(CCCC1)C